(E)-2-cyano-3-(1H-indol-3-yl)acrylic acid ethyl ester C(C)OC(\C(=C\C1=CNC2=CC=CC=C12)\C#N)=O